7-(5-(4-(2-fluorophenyl)-3,4-dihydro-1H-benzo[4,5]imidazo[2,1-c][1,4]oxazin-7-yl)pyrimidin-2-yl)hexahydroimidazo[1,5-a]pyrazin-3(2H)-one FC1=C(C=CC=C1)C1N2C(COC1)=NC1=C2C=C(C=C1)C=1C=NC(=NC1)N1CC2N(CC1)C(NC2)=O